C(C)(C)(C)OC(=O)NC(=N)NC(=O)OC(C)(C)C 1,3-di(tert-butoxycarbonyl)guanidine